NC1=NC=2C=CC(=CC2C2=C1C=NN2C)C(=O)N(C)[C@@H]2COC1=C2C=CC(=C1)OC (S)-4-amino-N-(6-methoxy-2,3-dihydrobenzofuran-3-yl)-N,1-dimethyl-1H-pyrazolo[4,3-c]Quinoline-8-carboxamide